1-(4-(6-chloro-7-(2-(cyclopropyl-methyl)phenyl)quinazolin-4-yl)piperazin-1-yl)prop-2-en-1-one ClC=1C=C2C(=NC=NC2=CC1C1=C(C=CC=C1)CC1CC1)N1CCN(CC1)C(C=C)=O